hexadecyne C#CCCCCCCCCCCCCCC